O1ONCCC1 dioxa-azacyclohexane